1-ethyl-2,5-norbornadiene C(C)C12C=CC(C=C1)C2